1,1,1-trifluoro-4-(2-thienyl)-3-butyn-2-one FC(C(C#CC=1SC=CC1)=O)(F)F